{[2-fluoro-6-(methoxymethoxy)-8-(4,4,5,5-tetramethyl-1,3,2-dioxaborolan-2-yl)naphthalen-1-yl]ethynyl}tri(propan-2-yl)silane FC1=C(C2=C(C=C(C=C2C=C1)OCOC)B1OC(C(O1)(C)C)(C)C)C#C[Si](C(C)C)(C(C)C)C(C)C